O[C@@H]1C[C@H](N(C1)C(=O)[C@@H](NC(COCCOCCOCCOCC(=O)OCC1=CC=CC=C1)=O)C(C)(C)C)C(NCC1=CC=C(C=C1)C1=C(N=CS1)C)=O (S)-benzyl 16-((2S,4R)-4-hydroxy-2-((4-(4-methylthiazol-5-yl)benzyl)carbamoyl)pyrrolidine-1-carbonyl)-17,17-dimethyl-14-oxo-3,6,9,12-tetraoxa-15-azaoctadecan-1-oate